ClC=1C2=C(C(=NN1)NN)CCC2(C)C 4-chloro-1-hydrazino-5,5-dimethyl-6,7-dihydro-5H-cyclopenta[d]pyridazine